OC1=NC(=C(C(=N1)C)C(=O)OC)C methyl 2-hydroxy-4,6-dimethylpyrimidine-5-carboxylate